CN1N=C(C=C1C1=CN=C(C2=C1N=CN=C2)NCC2=C(C=CC1=C2CCO1)F)C 8-(1,3-dimethyl-1H-pyrazol-5-yl)-N-((5-fluoro-2,3-dihydrobenzofuran-4-yl)methyl)pyrido[4,3-d]pyrimidin-5-amine